2-(3-nitro-phenyl)-1H-benzo[d]imidazole [N+](=O)([O-])C=1C=C(C=CC1)C1=NC2=C(N1)C=CC=C2